ClC1=CC=C(C=C1)C(CN1CCCC1)=NO 1-(4-chlorophenyl)-2-pyrrolidin-1-yl-ethanone oxime